3-(tert-butyl)-N-(2-(difluoromethyl)-4-(6-morpholinopyrrolo[2,1-f][1,2,4]triazin-4-yl)benzyl)-1,2,4-oxadiazole-5-carboxamide C(C)(C)(C)C1=NOC(=N1)C(=O)NCC1=C(C=C(C=C1)C1=NC=NN2C1=CC(=C2)N2CCOCC2)C(F)F